ClC=1C=C(C=C(C1)C=1CCOCC1)C1N(CCOC1)C(=O)OC(C)(C)C tert-butyl 3-(3-chloro-5-(3,6-dihydro-2H-pyran-4-yl)phenyl)morpholine-4-carboxylate